15-chloro-9-(methoxymethyl)-2,4,8,10,11-penta-azatetracyclo[11.4.0.02,6.08,12]heptadeca-1(17),3,5,9,11,13,15-heptaene-5-carbaldehyde ClC=1C=C2C3=NN=C(N3CC3=C(N=CN3C2=CC1)C=O)COC